N-(PYRIDIN-2-YL)-4-(THIAZOL-5-YL)PYRIMIDIN-2-AMIN N1=C(C=CC=C1)NC1=NC=CC(=N1)C1=CN=CS1